CN(C1=NC(=CC(=C1C(=O)NCC1=CC(=CC=C1)F)C)N1CCOCC1)C 2-Dimethylamino-N-[(3-fluorophenyl)-methyl]-4-methyl-6-morpholin-4-yl-pyridine-3-carboxylic acid amide